2-(tert-butoxymethyl)-6-(4-methoxybenzyl)-8-(morpholin-4-yl)-2,6-dihydroimidazo[1,2-c]pyrido[2,3-e]pyrimidin-5(3H)-one C(C)(C)(C)OCC1N=C2N(C(N(C3=C2N=CC(=C3)N3CCOCC3)CC3=CC=C(C=C3)OC)=O)C1